O1C(CC1)CN1C=NC2=C1C=CC(=C2)C#N 1-(oxaCyclobutan-2-ylmethyl)-1H-benzo[d]Imidazole-5-carbonitrile